Methyltrioctylammonium C[N+](CCCCCCCC)(CCCCCCCC)CCCCCCCC